CC1=C(C=CC=C1)C1=CC=C(C=C1)NC(C[C@H]1CCN(C1)C=1C2=C(N=C(N1)C)C1=C(O2)C=CC=C1)=O (2S,4R)-4-(2-((2'-methyl-[1,1'-biphenyl]-4-yl)amino)-2-oxoethyl)-1-(2-methylbenzofuro[3,2-d]pyrimidin-4-yl)pyrrolidine